(Z)-2-((5-(7-((1-(5,6-dimethoxypyridazin-3-yl)piperidin-4-yl)methyl)-2,7-diazaspiro[3.5]nonan-2-yl)-1,2,4-triazin-6-yl)oxy)-N-ethyl-5-fluorobenzimidic acid COC=1C=C(N=NC1OC)N1CCC(CC1)CN1CCC2(CN(C2)C=2N=CN=NC2OC2=C(/C(/O)=N/CC)C=C(C=C2)F)CC1